4-(4-((1R,5S)-3,8-diazabicyclo[3.2.1]octan-3-yl)-2-((tetrahydro-1H-pyrrolizin-7a(5H)-yl)methoxy)-5,8-dihydropyrido[3,4-d]pyrimidin-7(6H)-yl)naphthalen-2-ol [C@H]12CN(C[C@H](CC1)N2)C=2C1=C(N=C(N2)OCC23CCCN3CCC2)CN(CC1)C1=CC(=CC2=CC=CC=C12)O